2-ethyl-3-methylpyrrolidinol acetate C(C)(=O)O.C(C)C1N(CCC1C)O